(R)-2-(6-(2,5-dichloropyrimidin-4-yl)-1-oxoisoindolin-2-yl)propanoic acid trifluoroacetic acid salt FC(C(=O)O)(F)F.ClC1=NC=C(C(=N1)C1=CC=C2CN(C(C2=C1)=O)[C@@H](C(=O)O)C)Cl